C(#N)/C(/C(=O)N[C@H](C)C1=CC(=C(C=C1)OC)OC)=C/C1=CNC2=NC=C(C=C21)C2=CC=C(C=C2)C#N (R,Z)-2-cyano-3-(5-(4-cyanophenyl)-1H-pyrrolo[2,3-b]pyridin-3-yl)-N-(1-(3,4-dimethoxyphenyl)ethyl)acrylamide